tetra-aminocopper N[Cu](N)(N)N